3-(3-Methyl-2-oxo-4-(1,4-dioxa-8-azaspiro[4.5]decan-8-yl)-2,3-dihydro-1H-benzo[d]imidazol-1-yl)piperidine-2,6-dione CN1C(N(C2=C1C(=CC=C2)N2CCC1(OCCO1)CC2)C2C(NC(CC2)=O)=O)=O